N-boc-Proline methyl ester COC([C@H]1N(CCC1)C(=O)OC(C)(C)C)=O